5'-chloro-N-{[1-(ethoxymethyl)cyclopropyl]methyl}-7'-oxo-7',8'-dihydro-6'H-spiro[cyclohexane-1,9'-furo[2,3-f]quinazoline]-2'-carboxamide ClC=1C=C2C(=C3C4(NC(NC13)=O)CCCCC4)OC(=C2)C(=O)NCC2(CC2)COCC